FC=1C=NC=CC1S(=O)(=O)C 3-fluoro-4-methylsulfonyl-pyridine